ClC1=CC=C(OCC23CCC(CC2)(N3C(=O)OC(C)(C)C)C=O)C=C1 tert-butyl 1-((4-chlorophenoxy)methyl)-4-formyl-7-azabicyclo[2.2.1]heptane-7-carboxylate